(S)-1-(2-((t-butoxycarbonyl)amino)propyl)-5-fluoro-6-oxo-1,6-dihydropyridine-3-carboxylic acid C(C)(C)(C)OC(=O)N[C@H](CN1C=C(C=C(C1=O)F)C(=O)O)C